CC1=C(C=NC(=C1)N1N=CC(=N1)CN1C[C@H](NCC1)C=1C(=C2COC(C2=CC1)=O)C)C#N (R)-4-methyl-6-(4-((3-(4-methyl-1-oxo-1,3-dihydroisobenzofuran-5-yl)piperazin-1-yl)methyl)-2H-1,2,3-triazol-2-yl)pyridine-3-carbonitrile